COC=1C=C(C=CC1OC)C1=C(C2=NC(=CC=C2N1)C1CCN(CC1)C(=O)OC(C)(C)C)C tert-butyl 4-(2-(3,4-dimethoxyphenyl)-3-methyl-1H-pyrrolo[3,2-b]pyridin-5-yl)piperidine-1-carboxylate